tin phthalocyanine dichloride C1=CC=C2C(=C1)C3=NC4=C5C=CC=CC5=C6N4[Sn](N7C(=NC2=N3)C8=CC=CC=C8C7=NC9=NC(=N6)C1=CC=CC=C19)(Cl)Cl